[Na].[Na].[Na].[Na].[Na] sodium tetrasodium salt